4-(4-((1R,5S)-8-thia-3-azabicyclo[3.2.1]octan-3-yl)-8-fluoro-2-(((2R,7aS)-2-fluorotetrahydro-1H-pyrrolizin-7a(5H)-yl)methoxy)quinazolin-7-yl)-5-fluoronaphthalen-2-ol [C@H]12CN(C[C@H](CC1)S2)C2=NC(=NC1=C(C(=CC=C21)C2=CC(=CC1=CC=CC(=C21)F)O)F)OC[C@]21CCCN1C[C@@H](C2)F